S(=O)(=O)(ON1[C@@H]2CC[C@H](N(C1=O)C2)C(NS(=O)(=O)C=2C=NC(=CC2)C(F)(F)F)=N)O (2S,5R)-7-oxo-2-(N-((6-(trifluoromethyl) pyridin-3-yl) sulfonyl) carbamimidoyl)-1,6-diazabicyclo[3.2.1]octan-6-yl hydrogen sulfate